F[C@H]1[C@H]2CNC[C@@H](C1)N2C(=O)OC(C)(C)C |o1:1,2,6| Tert-butyl (1R*,5R*,6R*)-6-fluoro-3,8-diazabicyclo[3.2.1]octane-8-carboxylate